ethyl 4-fluoro-5-methyl-thiazole-2-carboxylate FC=1N=C(SC1C)C(=O)OCC